tert-butyl 1-((methoxy-d3)methyl)-5-methyl-3,8-diazabicyclo[3.2.1]octan-8-carboxylate C(OCC12CNCC(CC1)(N2C(=O)OC(C)(C)C)C)([2H])([2H])[2H]